4-(5-(7-Ethyl-7H-imidazo[4,5-c]pyridazin-4-yl)-2-fluorophenyl)-1-(ethylsulfonyl)-1,2,3,4-Tetrahydropyrido[2,3-b]pyrazine C(C)N1C=NC2=C1N=NC=C2C=2C=CC(=C(C2)N2C1=C(N(CC2)S(=O)(=O)CC)C=CC=N1)F